C(C)O[Si](CCCS)(OCC)OCC 3-(triethoxysilyl)1-propanethiol